S1C=C(C=C1)C(=O)NC=1[Se]C(=CN1)C(=O)NC1=C(C=C(C=C1)C)C 2-(thiophene-3-carboxamido)-N-(2,4-dimethylphenyl)-1,3-selenazole-5-carboxamide